(S)-tert-butyl(1-(methoxy(methyl)amino)-1-oxopropan-2-yl) carbamate C(N)(O[C@H](C(=O)N(C)OC)CC(C)(C)C)=O